Cl.N[C@@H](C[C@H]1C(NCC1)=O)C(COC1=C(C(=CC(=C1F)F)F)F)=O (S)-3-((S)-2-Amino-3-oxo-4-(2,3,5,6-tetrafluorophenoxy)butyl)pyrrolidin-2-one hydrochloride